C(C(C)C)N1C(C2=C3C(C=CC3=C3C(C=C2)=CC=NN3)=N1)=O 4-isobutyl-4,11-dihydro-5H-3,4,10,11-tetraazadibenzo[cd,h]azulen-5-one